(R)-1-(octadecyloxy)-3-phenoxypropan-2-ol C(CCCCCCCCCCCCCCCCC)OC[C@H](COC1=CC=CC=C1)O